hydroxy-4,8-dimethyldec-4-enal OC(C=O)CC(=CCCC(CC)C)C